C(C)(C)(C)OC(=O)N1[C@H](C[C@H](CC1)NC(C(COC1=NC=CC=C1C(F)(F)F)(C)C)=O)C.C(C)[Si](CC)(CC)C#CC1=C2C=C3C=CC=CC3=CC2=C(C2=CC3=CC=CC=C3C=C12)C#C[Si](CC)(CC)CC 6,13-bis((triethylsilyl)ethynyl)pentacene tert-butyl-(2S,4S)-4-(2,2-dimethyl-3-((3-(trifluoromethyl)pyridin-2-yl)oxy)propanamido)-2-methylpiperidine-1-carboxylate